The molecule is a racemate comprising equimolar amounts of (R)-oxybutynin and esoxybutynin. An antispasmodic used for the treatment of overactive bladder. It has a role as a muscarinic antagonist, a muscle relaxant, an antispasmodic drug, a parasympatholytic, a calcium channel blocker and a local anaesthetic. It is a tertiary amino compound and a racemate. It contains an esoxybutynin and a (R)-oxybutynin. CCN(CC)CC#CCOC(=O)C(C1CCCCC1)(C2=CC=CC=C2)O